N-(5-{1-[4-(trifluoromethyl)phenyl]-1H-pyrazol-4-yl}-1H-indol-3-yl)-1,3-thiazole-4-carboxamide FC(C1=CC=C(C=C1)N1N=CC(=C1)C=1C=C2C(=CNC2=CC1)NC(=O)C=1N=CSC1)(F)F